C(=O)O.CC=1N=C2N(C=C(C=C2)C(=O)N)C1 2-methylimidazo[1,2-a]pyridine-6-carboxamide formate